2-Cyanoethyl (1-(2-(1,1,7,7,9-pentamethyl-11-oxo-2,3,5,6,7,11-hexahydro-1H-pyrano[2,3-f]pyrido[3,2,1-ij]quinolin-10-yl)acetyl)piperidin-4-yl) diisopropylphosphoramidite C(C)(C)N(P(OCCC#N)OC1CCN(CC1)C(CC1=C(C=2C(=C3C(CCN4C3=C(C2)C(CC4)(C)C)(C)C)OC1=O)C)=O)C(C)C